OC1=NC=2C(N(C(=CC2C(=C1C(=O)OCC)O)C(F)(F)F)C1=CC=CC2=CC=CC=C12)=O Ethyl 2,4-dihydroxy-7-(naphthalen-1-yl)-8-oxo-6-(trifluoromethyl)-7,8-dihydro-1,7-naphthyridine-3-carboxylate